FC1=CC(=CC2=CN(N=C12)C)C=1SC2=C(N1)C=NN2C2CCNCC2 7-fluoro-2-methyl-5-[1-(piperidin-4-yl)pyrazolo[4,3-d][1,3]thiazol-5-yl]indazole